C1C(CC12CCNCC2)C2=CC1=C(N(C(N1C)=O)C1C(NC(CC1)=O)=O)C=C2 3-[5-(7-azaspiro[3.5]nonan-2-yl)-3-methyl-2-oxo-2,3-dihydro-1H-benzimidazol-1-yl]piperidine-2,6-dione